N,N,N'-tris(3-trimethoxysilylpropyl)-N'-methyl-ethylenediamine CO[Si](CCCN(CCN(C)CCC[Si](OC)(OC)OC)CCC[Si](OC)(OC)OC)(OC)OC